6-(piperazin-1-yl)pyridin N1(CCNCC1)C1=CC=CC=N1